C(#N)N1CCC(CC1)N1N=CC(=C1C)C=1C=C(C=2N(C1)N=CC2C#N)OC(C)C2=C(C=CC=C2)S(=O)(=O)C 6-[1-(1-Cyano-4-piperidyl)-5-methyl-pyrazol-4-yl]-4-[1-(2-methylsulfonylphenyl)ethoxy]pyrazolo[1,5-a]pyridine-3-carbonitrile